(4-(4-((3-(2,3-difluoro-4-methoxy-phenyl)imidazo[1,2-a]pyrazin-8-yl)amino)-2-methyl-benzoyl)piperazin-1-yl)((2S,4R)-4-fluoropyrrolidin-2-yl)methanone hydrochloride Cl.FC1=C(C=CC(=C1F)OC)C1=CN=C2N1C=CN=C2NC2=CC(=C(C(=O)N1CCN(CC1)C(=O)[C@H]1NC[C@@H](C1)F)C=C2)C